C1(CC1)CCN(C1=C2CN(C(C2=CC=C1)=O)C1C(NC(CC1)=O)=O)C1CCC(CC1)NCCC(F)F 3-{4-[(2-cyclopropylethyl)[(1r,4r)-4-[(3,3-difluoropropyl)amino]cyclohexyl]amino]-1-oxo-3H-isoindol-2-yl}piperidine-2,6-dione